1-{4-[1-(1-Ethyl-propyl)-7-((S)-1-quinolin-3-yl-propylamino)-1H-pyrazolo[4,3-d]pyrimidin-5-yl]-piperazin-1-yl}-ethanon C(C)C(CC)N1N=CC=2N=C(N=C(C21)N[C@@H](CC)C=2C=NC1=CC=CC=C1C2)N2CCN(CC2)C(C)=O